N-(4-(3-(hydroxyamino)-3-oxoprop-1-en-1-yl)benzyl)benzamide ONC(C=CC1=CC=C(CNC(C2=CC=CC=C2)=O)C=C1)=O